tert-butyl ((2R,3R)-3-(2-(((tert-butoxycarbonyl)amino)methyl)-benzyl)-4-((3-chloro-5-(N-(2,4-dimethoxybenzyl)-N-(5-fluorothiazol-2-yl)sulfamoyl)pyridin-2-yl)oxy)butan-2-yl)carbamate C(C)(C)(C)OC(=O)NCC1=C(C[C@H]([C@@H](C)NC(OC(C)(C)C)=O)COC2=NC=C(C=C2Cl)S(N(C=2SC(=CN2)F)CC2=C(C=C(C=C2)OC)OC)(=O)=O)C=CC=C1